3-(3-(2,6-dichloropyridin-4-yl)acryloyl)-4-phenyloxazolidin-2-one ClC1=NC(=CC(=C1)C=CC(=O)N1C(OCC1C1=CC=CC=C1)=O)Cl